1-(6-((7S)-7-(1,4-dimethyl-1H-pyrazol-5-yl)-4-(3-fluoro-2-hydroxyphenyl)-3-methyl-5,6,7,8-tetrahydro-2-quinolinyl)-2,6-diazaspiro[3.4]octan-2-yl)-2-propen-1-one CN1N=CC(=C1[C@H]1CCC=2C(=C(C(=NC2C1)N1CC2(CN(C2)C(C=C)=O)CC1)C)C1=C(C(=CC=C1)F)O)C